CC1(COB(OC1)C1=CN2C=C(N=C2C(=C1)C(F)(F)F)C1CC(C1)(O)C)C (cis)-3-[5-(5,5-dimethyl-1,3,2-dioxaborinan-2-yl)-7-(trifluoromethyl)-1,3a-diaza-2-indenyl]-1-methylcyclobutanol